ClC1=NC(=C2N=CN(C2=N1)[C@H]1[C@@H]([C@@H]([C@@]2(C[C@H]12)CSC1=C(C=CC=C1)F)O)O)NC(C1CCCC1)C1CCCC1 (1S,2R,3S,4R,5S)-4-(2-Chloro-6-((dicyclopentylmethyl)amino)-9H-purin-9-yl)-1-(((2-fluorophenyl)thio)methyl)bicyclo[3.1.0]hexane-2,3-diol